ClC=1C(=NC=C(N1)C1=CC(=C(C=C1)OC)OC)N 3-chloro-5-(3,4-dimethoxyphenyl)pyrazin-2-amine